(5S)-5-(3,5-difluorophenyl)-2-{trans-3-[(2-sulfanylidene-2,3-dihydro-1,3-benzoxazol-4-yl)oxy]cyclobutyl}-2,5,6,7-tetrahydro-3H-pyrrolo[2,1-c][1,2,4]triazol-3-one FC=1C=C(C=C(C1)F)[C@@H]1CCC2=NN(C(N21)=O)[C@@H]2C[C@H](C2)OC2=CC=CC1=C2NC(O1)=S